1-(2,3-di(thiophen-2-yl)quinoxalin-6-yl)-3-pentylurea S1C(=CC=C1)C1=NC2=CC=C(C=C2N=C1C=1SC=CC1)NC(=O)NCCCCC